BrC=1C(=NC(=NC1)NC=1C(=NN(C1)C1CN(CC1)C)C)NCCCN1C(CCC1)=O 1-(3-((5-bromo-2-((3-methyl-1-(1-methylpyrrolidin-3-yl)-1H-pyrazol-4-yl)amino)pyrimidin-4-yl)amino)propyl)pyrrolidin-2-one